((R)-3-methylmorpholino)methanone Benzyl-(E)-5-(5-(3-(tert-butoxy)-3-oxoprop-1-en-1-yl)-1,3,4-thiadiazol-2-yl)-4-fluoro-2-methoxybenzoate C(C1=CC=CC=C1)OC(C1=C(C=C(C(=C1)C=1SC(=NN1)\C=C\C(=O)OC(C)(C)C)F)OC)=O.C[C@@H]1COCCN1C=O